3-methylisonicotinaldehyde CC1=C(C=O)C=CN=C1